N[C@@H](C(=O)OC)CC1=CC(=C(C=C1)O)Cl methyl (2R)-2-amino-3-(3-chloro-4-hydroxyphenyl)propionate